ClC1=C(C=CC=C1F)[C@H](C)C1=C(C=CC2=C1NC(=NS2(=O)=O)NCC2=C(C(=CC=C2)F)C)F (R)-5-(1-(2-chloro-3-fluorophenyl)ethyl)-6-fluoro-3-((3-fluoro-2-methylbenzyl)amino)-4H-benzo[e][1,2,4]thiadiazine 1,1-dioxide